2-(4-(6-((1-(4-methoxybenzyl)piperidin-4-yl)amino)-9H-purin-8-yl)phenoxy)-N-methylacetamide COC1=CC=C(CN2CCC(CC2)NC2=C3N=C(NC3=NC=N2)C2=CC=C(OCC(=O)NC)C=C2)C=C1